(S)-N-(3-(3-aminoprop-1-yn-1-yl)phenyl)-2-(4-(4-chlorophenyl)-2,3,9-trimethyl-6H-thieno[3,2-f][1,2,4]triazolo[4,3-a][1,4]diazepin-6-yl)acetamide hydrochloride Cl.NCC#CC=1C=C(C=CC1)NC(C[C@H]1C=2N(C3=C(C(=N1)C1=CC=C(C=C1)Cl)C(=C(S3)C)C)C(=NN2)C)=O